2-(1H-Imidazol-1-yl)-N-(1-(2,2,2-trifluoroethyl)piperidin-4-yl)-5H-pyrrolo[3,2-d]pyrimidine-4-carboxamide N1(C=NC=C1)C=1N=C(C2=C(N1)C=CN2)C(=O)NC2CCN(CC2)CC(F)(F)F